O1C=C(C2=C1C=CC=C2)C[C@@H](NC(=O)[C@]21C=3C=CC=CC3[C@H](CC2)O1)B(O)O [(1S)-2-(1-benzofuran-3-yl)-1-{[(1R,8S)-11-oxatricyclo[6.2.1.02,7]undeca-2(7),3,5-trien-1-yl]formamido}ethyl]boronic acid